C(C)C1=NN(C(=C1)CC)C1=CC=CC=C1 3,5-diethyl-1-phenyl-1H-pyrazole